6-chloro-1-((tetrahydro-2H-pyran-4-yl)methyl)-1H-pyrazolo[3,4-b]pyrazin-3-ylethan-1-one ClC1=CN=C2C(=N1)N(N=C2C(C)=O)CC2CCOCC2